1-(3-(dimethylamino)propyl)-3-ethylurea CN(CCCNC(=O)NCC)C